ethyl 3-(3-benzyloxycyclobutyl)-3-[4-[8-chloro-7-[2-methyl-3-(2-trimethylsilylethoxymethyl)benzimidazol-5-yl]oxy-quinoxalin-2-yl]pyrazol-1-yl]butanoate C(C1=CC=CC=C1)OC1CC(C1)C(CC(=O)OCC)(C)N1N=CC(=C1)C1=NC2=C(C(=CC=C2N=C1)OC1=CC2=C(N=C(N2COCC[Si](C)(C)C)C)C=C1)Cl